NC=1C=NNC1N 4,5-diamino-pyrazole